CS(=O)(=O)C1=CC=C(C=C1)NCC1=CC=C(S1)C=1N(C=2C=CC=C(C2C1)NC1CCN(CC1)C)CC(F)(F)F 2-(5-{[(4-methanesulfonylphenyl)amino]methyl}thiophen-2-yl)-N-(1-methylpiperidin-4-yl)-1-(2,2,2-trifluoroethyl)-1H-indol-4-amine